(±)-3-(3-bromophenyl)tetrahydrofuran-3-carboxamide BrC=1C=C(C=CC1)[C@]1(COCC1)C(=O)N |r|